C(C)C(COC(CCSC=1C=C(SC1)C(=O)OC)=O)CCCCC methyl 4-(3-(2-ethylheptyloxy)-3-oxopropylthio)thiophene-2-carboxylate